S1C(=CC=C1)C=1N(C(C2=C(N(C(C21)=O)CC(CCCCCCCCCCCC)CCCCCCCCCC)C=2SC=CC2)=O)CC(CCCCCCCCCCCC)CCCCCCCCCC 3,6-dithiophene-2-yl-2,5-bis(2-decyltetradecyl)-pyrrolo[3,4-c]pyrrole-1,4-dione